FC1=C(C=C(C=C1)OC1=CC(=CC=C1)C(F)(F)F)C(C(=O)N)=C (2-fluoro-5-(3-(trifluoromethyl)phenoxy)phenyl)acrylamide